tert-butyl (5S,5aS,6S,9R)-2-chloro-1-fluoro-5,13,14-trimethyl-5a,6,7,8,9,10-hexahydro-5H-6,9-epiminoazepino[2',1':3,4][1,4]oxazepino[5,6,7-ij][2,7]naphthyridine-15-carboxylate ClC=1N=C2C3=C(N=C(C(=C3C1F)C)C)N1[C@H]([C@@H](O2)C)[C@@H]2CC[C@H](C1)N2C(=O)OC(C)(C)C